O1CCC(CC1)CC1=C(C=CC=C1)C1CCN(CC1)[C@H]1CC2(CN(C2)C(=O)OC(C)(C)C)CC1 tert-butyl (R)-6-(4-(2-((tetrahydro-2H-pyran-4-yl)methyl)phenyl)piperidin-1-yl)-2-azaspiro[3.4]octane-2-carboxylate